BrCCCCCCCC(=O)N 8-bromooctanoic acid amide